6-(1-propenoyl-6-methylpiperidin-3-ylamino)-7-fluoro-4-(1-methyl-1H-pyrazol-4-yl)-1H-pyrrolo[3,4-c]pyridin-3(2H)-one C(C=C)(=O)N1CC(CCC1C)NC1=C(C2=C(C(=N1)C=1C=NN(C1)C)C(NC2)=O)F